1,2-bis(4-chlorophenyl)ethane-1,2-diamine ClC1=CC=C(C=C1)C(C(N)C1=CC=C(C=C1)Cl)N